5-(4-(2-((R)-3-((5-chloro-4-(1H-indol-3-yl)pyrimidin-2-yl)amino)pyrrolidin-1-yl)ethyl)-[1,4'-bipiperidinyl]-1'-yl)-2-(2,6-dioxopiperidin-3-yl)isoindoline-1,3-dione ClC=1C(=NC(=NC1)N[C@H]1CN(CC1)CCC1CCN(CC1)C1CCN(CC1)C=1C=C2C(N(C(C2=CC1)=O)C1C(NC(CC1)=O)=O)=O)C1=CNC2=CC=CC=C12